2-trimethylsiloxy-1,1,1,5,5,5-hexafluoro-2-pentene-4-one C[Si](OC(C(F)(F)F)=CC(C(F)(F)F)=O)(C)C